C(C1=CC=CC=C1)(=O)[C@@]1([C@]2(N(C[C@@H]1C1=CC=CC=C1)C)C(C1=CC=CC3=CC=CC2=C13)=O)C (1S,3'S,4'R)-3'-benzoyl-1',3'-dimethyl-4'-phenyl-2H-spiro[ACENAPHTHYLENE-1,2'-pyrrolidin]-2-one